ethyl 2-methyl-3-((2,2,3-trimethylcyclopent-3-en-1-yl)methyl)cyclopropane-1-carboxylate CC1C(C1CC1C(C(=CC1)C)(C)C)C(=O)OCC